C(C)(C)(C)OC(=O)N1CCN(CC1)C=1C=NC(=CC1)NC(=O)C1C(C1)(F)F 4-(6-(2,2-Difluorocyclopropane-1-carboxamido)pyridin-3-yl)piperazine-1-carboxylic acid tert-butyl ester